1,1-bis(4-hydroxy-3-cyclohexylphenyl)cyclohexane di-tert-butyl-N,N-bis(2-(benzyl(2-(tert-butoxy)-2-oxoethyl)amino)ethyl)-L-aspartate C(C)(C)(C)OC([C@@H](N(CCN(CC(OC(C)(C)C)=O)CC1=CC=CC=C1)CCN(CC(=O)OC(C)(C)C)CC1=CC=CC=C1)CC(=O)OC(C)(C)C)=O.OC1=C(C=C(C=C1)C1(CCCCC1)C1=CC(=C(C=C1)O)C1CCCCC1)C1CCCCC1